FC1(CCN(CC1)C=1C(=NC2=CC(=CC(=C2N1)C(C)NC1=C(C(=O)O)C=CC=C1)C)C(F)(F)F)F 2-((1-(3-(4,4-difluoropiperidin-1-yl)-7-methyl-2-(trifluoromethyl)quinoxalin-5-yl)ethyl)amino)benzoic acid